C(C)(C)C=1N(C=CN1)C 2-isopropyl-1-methyl-imidazole